tert-butyl (S)-9-oxa-2,6-diazaspiro[4.5]decane-2-carboxylate C1N(CC[C@]12NCCOC2)C(=O)OC(C)(C)C